[Ni].N#CO.[Fe] iron cyanic acid nickel